4',6'-diamino-2-phenylindole dihydrochloride C1=CC=C2C(=C1)C=C(N2)C3=C(C=C(C=C3)N)N.Cl.Cl